C(C)(C)(C)C1=CC(=NC=C1)C1=NC=CC(=C1)C(C)(C)C 4,4'-ditertbutyl-2,2'-bipyridine